C1(=CC=CC2=CC=CC=C12)C1(CC=CC2=CC=CC=C12)O 1'-bi-naphthol